S1N=C(C2=C1C=CC=C2)N2CCN(CC2)CC=O [4-(1,2-Benzisothiazol-3-yl)piperazin-1-yl]acetaldehyde